(S)-6-chloro-2-((6-ethyl-5-oxo-6,7-dihydro-5H-pyrrolo[3,4-d]pyrimidin-2-yl)amino)-2,3-dihydro-1H-indene-4-carbonitrile ClC=1C=C(C=2C[C@H](CC2C1)NC=1N=CC2=C(N1)CN(C2=O)CC)C#N